Tert-Butyl 2-methanesulfonyl-1-[[2-(trifluoromethyl)phenyl]methyl]-1H,4H,5H,6H,7H-imidazo[4,5-c]pyridine-5-carboxylate CS(=O)(=O)C=1N(C2=C(CN(CC2)C(=O)OC(C)(C)C)N1)CC1=C(C=CC=C1)C(F)(F)F